9,10-dimethoxy-6,8,13,13a-tetrahydro-5H-isoquinolino[3,2-a]isoquinoline-2,3-diol COC1=C(C=CC=2CC3N(CCC=4C=C(C(=CC34)O)O)CC12)OC